CN(CCCNC(=O)O[C@@H]1CC2=CC[C@H]3[C@@H]4CC[C@H]([C@@H](CCCC(C)C)C)[C@]4(CC[C@@H]3[C@]2(CC1)C)C)C cholesterol (3-[[3-(dimethylamino) propyl] carbamate])